1-amino-5-(2-fluorophenyl)pyrrolidin-2-one hydrochloride Cl.NN1C(CCC1C1=C(C=CC=C1)F)=O